2,4-Dibromo-8-(p-tolyl)-1-naphthylamine BrC1=C(C2=C(C=CC=C2C(=C1)Br)C1=CC=C(C=C1)C)N